4'-allyl-5-chloro-N-(2-(4,4-difluoro-3-vinylpiperidin-1-yl)-6-methoxypyrimidin-4-yl)-[1,1'-biphenyl]-2-carboxamide C(C=C)C1=CC=C(C=C1)C=1C(=CC=C(C1)Cl)C(=O)NC1=NC(=NC(=C1)OC)N1CC(C(CC1)(F)F)C=C